4,6,8,10-tetramethyltridecylhexoxymethyl ether CC(CCCC(OCCCCCC)OC(CCCC(CC(CC(CC(CCC)C)C)C)C)OCCCCCC)CC(CC(CC(CCC)C)C)C